FC1(OC2=C(O1)C=CC(=C2)[C@@H](C)OC=2C=C(C=CC2)N2N=C(C=1CCCC(C21)O[C@@H]2CC[C@H](CC2)C(=O)OCC)C(F)(F)F)F ethyl trans-4-((1-(3-((R)-1-(2,2-difluorobenzo[d][1,3]dioxol-5-yl)ethoxy)phenyl)-3-(trifluoromethyl)-4,5,6,7-tetrahydro-1H-indazol-7-yl)oxy)cyclohexane-1-carboxylate